6-(3-Methoxy-2-methylphenyl)-2-(4-methoxypyrimidin-2-yl)-5,6,7,8-tetrahydrophthalazin-1(2H)-one COC=1C(=C(C=CC1)C1CC=2C=NN(C(C2CC1)=O)C1=NC=CC(=N1)OC)C